C(#N)C1=C(SC2=C1C(=NC=C2F)C=2C1=C(C=3C=NC(=NC3C2F)N2C[C@@H](CC2)N2CCC(CC2)(C)O)COC1)NC(OC(C)(C)C)=O tert-Butyl (3-cyano-7-fluoro-4-(5-fluoro-3-((R)-3-(4-hydroxy-4-methylpiperidin-1-yl)pyrrolidin-1-yl)-7,9-dihydrofuro[3,4-f]quinazolin-6-yl)thieno[3,2-c]pyridin-2-yl)carbamate